4-((2,5-dimethyl-4,5-dihydro-2H-[1,2,3]triazolo[4,5-c][1,7]naphthyridin-6-yl)amino)-N-(methyl-d3)-6-(3-methylureido)pyridazine-3-carboxamide CN1N=C2C(CN(C=3C(=NC=CC23)NC2=C(N=NC(=C2)NC(=O)NC)C(=O)NC([2H])([2H])[2H])C)=N1